[Si](C)(C)(C(C)(C)C)OCC1N(S(OC1)(=O)=O)C(=O)OC(C)(C)C tert-butyl (3R)-4-[[tert-butyl (dimethyl)silyl]oxymethyl]-2,2-dioxo-oxathiazolidine-3-carboxylate